FC1=C(C=C2C(=NN(C2=C1)C1OCCCC1)C#C[Si](C(C)C)(C(C)C)C(C)C)B1OC(C(O1)(C)C)(C)C 2-[6-fluoro-1-tetrahydropyran-2-yl-5-(4,4,5,5-tetramethyl-1,3,2-dioxaborolan-2-yl)indazol-3-yl]ethynyl-triisopropyl-silane